(dipropylamino)propionate C(CC)N(CCC)C(C(=O)[O-])C